N1CC(C1)C(=O)N1CCC(CC1)N1N=CC(=C1)C=1C=C(C=2N(C1)N=CC2C#N)OC 6-(1-(1-(azetidine-3-carbonyl)piperidin-4-yl)-1H-pyrazol-4-yl)-4-methoxypyrazolo[1,5-a]pyridine-3-carbonitrile